C(C)(C)(C)OC(C)=O tertiary butylacetate